propane-1-yne C#CC